OC[C@H](C(C)C)NC(=O)C=1C=NC(=C(C1)C1=NN(C=C1)C)OC1=CC=C(C=C1)C(F)(F)F N-[(2S)-1-Hydroxy-3-methylbutan-2-yl]-5-(1-methyl-1H-pyrazol-3-yl)-6-[4-(trifluoromethyl)phenoxy]pyridine-3-carboxamide